C(OC(CC(C)(OOC(C)(C)C)C)C)(OC(CC(C)(OOC(C)(C)C)C)C)=O di[1,3-dimethyl-3-(t-butylperoxy)butyl] carbonate